NCCS(=O)(=O)[O-] TAURINATE